FC1=C(C=CC=C1F)C1(C=2C(=C(N=CC2C(NC1)=O)NC1CN(C1)C(=O)OC(C)(C)C)F)C tert-butyl 3-{[5-(2,3-difluorophenyl)-4-fluoro-5-methyl-8-oxo-5,6,7,8-tetrahydro-2,7-naphthyridin-3-yl]amino}azetidine-1-carboxylate